N1(N=CN=C1)CCN(C=1C(=CC=C(C1)NC1=CC=CC=C1)C1=CC=CC=C1)C N2-(2-(1H-1,2,4-triazol-1-yl)ethyl)-N2-methyl-N4-phenyl-[1,1'-biphenyl]-2,4-diamine